FC1(CC(C1)NC1CCC(CC1)N(C1=C2CN(C(C2=CC=C1)=O)C1C(NC(CC1)=O)=O)CC1CC2(C1)CCC2)F 3-(4-(((1r,4r)-4-((3,3-difluorocyclobutyl)amino)cyclohexyl)(spiro[3.3]heptan-2-ylmethyl)amino)-1-oxoisoindolin-2-yl)piperidine-2,6-dione